C(=O)C=1C=C(OCCCN(C(OC(C)(C)C)=O)CC(C)C)C=C(C1)C=O tert-Butyl (3-(3,5-diformylphenoxy)propyl)(isobutyl)carbamate